tert-butyl 4-(((6aR,8R)-2-chloro-5,6,6a,7,8,9-hexa-hydropyrrolo[1',2':4,5]pyrazino[2,3-c]pyridazin-8-yl)oxy)-1H-pyrazole-1-carboxylate ClC=1C=C2C(=NN1)NC[C@@H]1N2C[C@@H](C1)OC=1C=NN(C1)C(=O)OC(C)(C)C